O=C1NC(CCC1N1C(N(C2=C1C=CC(=C2)N2CCC(CC2)C=O)C)=O)=O 1-(1-(2,6-dioxopiperidin-3-yl)-3-methyl-2-oxo-2,3-dihydro-1H-benzo[d]imidazol-5-yl)piperidine-4-carboxaldehyde